CC1(NC(C=2C1=NC(=CC2)C2=CNC1=C(C=CC=C21)C)=O)C 7,7-dimethyl-2-(7-methyl-1H-indol-3-yl)-6,7-dihydropyrrolo[3,4-b]pyridin-5-one